4-(2-bromo-4-fluoro-phenyl)-2-thiazol-2-yl-1,4-dihydropyrimidine-5-carboxylate BrC1=C(C=CC(=C1)F)C1N=C(NC=C1C(=O)[O-])C=1SC=CN1